(3-fluoro-5-methoxyphenyl)(7-hydroxy-2,3-dihydro-1H-inden-4-yl)methanone FC=1C=C(C=C(C1)OC)C(=O)C1=C2CCCC2=C(C=C1)O